CC1(C(C(=CC2(CN(CCO2)C(=O)C2=CC(=NO2)C(F)(F)F)C1)C#N)=O)C 10,10-dimethyl-9-oxo-4-(3-(trifluoromethyl)isoxazole-5-carbonyl)-1-oxa-4-azaspiro[5.5]undec-7-ene-8-carbonitrile